ClC1=CC=C2C=CC(=NC2=C1)C=CC=1C=C(C=CC1)[C@@H](CCC1=C(C=CC=C1)C(C)(C)O)SCC1(CC1)CC(=O)OCCN(CC)CC N,N-diethylaminoethyl 2-[1-[[(1R)-1-[3-[2-(7-chloroquinolin-2-yl)ethenyl]phenyl]-3-[2-(2-hydroxypropan-2-yl)phenyl]propyl]sulfanylmethyl]cyclopropyl]acetate